N1CCCC2=CC=CC(=C12)CN1CC2(CC1)CCN(CC2)C(=O)OC(C)(C)C tert-butyl 2-(1,2,3,4-tetrahydroquinolin-8-ylmethyl)-2,8-diazaspiro[4.5]decane-8-carboxylate